1-hydroxy-4-methyl-6-(2,4,4-trimethyl-pentyl)-2(1H)-pyridinone monoethanolamine salt C(O)CN.ON1C(C=C(C=C1CC(CC(C)(C)C)C)C)=O